6-bromohexyl 4,4-bis(hexyloxy)butanoate C(CCCCC)OC(CCC(=O)OCCCCCCBr)OCCCCCC